(E)-4-(6-((5-(3-(4-(2-(4-(dimethylamino)-but-2-enamido)-acetamido)benzyl)-2-oxoimidazolidin-1-yl)pyridin-3-yl)-amino)pyridin-3-yl)-N,N-dimethylbenzamide CN(C/C=C/C(=O)NCC(=O)NC1=CC=C(CN2C(N(CC2)C=2C=C(C=NC2)NC2=CC=C(C=N2)C2=CC=C(C(=O)N(C)C)C=C2)=O)C=C1)C